N-(4-fluoro-2-methanesulfonylphenyl)-5-(trifluoromethyl)pyridine-3-carboxamide FC1=CC(=C(C=C1)NC(=O)C=1C=NC=C(C1)C(F)(F)F)S(=O)(=O)C